N-(2-(2,4-dioxotetrahydropyrimidin-1(2H)-yl)ethyl)-2-methoxybenzamide O=C1N(CCC(N1)=O)CCNC(C1=C(C=CC=C1)OC)=O